1,3-Dimethyl-8-phenyl-7-(pyridin-3-yl)-3,6-dihydroimidazo[4,5-d]pyrrolo[2,3-b]pyridin-2(1H)-on CN1C(N(C=2C1=C1C(=NC2)NC(=C1C1=CC=CC=C1)C=1C=NC=CC1)C)=O